8-[(1R)-1-[[6-chloro-2-(1-hydroxy-2,3,1-benzoxazaborinin-6-yl)-3-pyridyl]amino]ethyl]-3,6-dimethyl-2-(1-piperidyl)chromen-4-one ClC1=CC=C(C(=N1)C=1C=CC2=C(C=NOB2O)C1)N[C@H](C)C=1C=C(C=C2C(C(=C(OC12)N1CCCCC1)C)=O)C